O-benzyl-N-(t-butoxycarbonyl)-D-allothreonine C(C1=CC=CC=C1)O[C@@H]([C@@H](NC(=O)OC(C)(C)C)C(=O)O)C